COC1=CC=C(C=C1)C[C@@H](C(=O)OC)NC(CC1CCNCC1)=O methyl (S)-3-(4-methoxyphenyl)-2-(2-(piperidin-4-yl)acetamido)propanoate